ethyl (Z)-2-fluoro-3-(4-methylpyrimidin-2-yl)acrylate F\C(\C(=O)OCC)=C/C1=NC=CC(=N1)C